4-(8,11-Dioxadispiro[3.2.47.24]tridecan-2-yl)-5-methyl-2,4-dihydro-3H-1,2,4-triazol-3-one C1C(CC12CCC1(OCCO1)CC2)N2C(NN=C2C)=O